ClC1=C(C(=O)NC2=CC=C(C=C2)C=2C3=C(NC(CN2)=O)C2=CC=CC=C2C=C3)C(=CC=C1)O 5-[4-(2-chloro-6-hydroxybenzoylamino)phenyl]-1,3-dihydronaphtho[1,2-e]-1,4-diazepin-2-one